3,4-dichlorobenzoyl-acetonitrile ClC=1C=C(C(=O)CC#N)C=CC1Cl